(4S)-4-hydroxy-D-proline methyl ester hydrochloride Cl.COC([C@@H]1NC[C@H](C1)O)=O